BrC1C(CC1)=O 2-bromocyclobutanone